NC1CC(C1)N1[C@@H]2CN([C@H](C1)C2)CC2CCN(CC2)C2=C(C=CC=1N(C(N(C12)C)=O)C1C(NC(CC1)=O)=O)Cl 3-[4-[4-[[(1S,4S)-5-(3-aminocyclobutyl)-2,5-diazabicyclo[2.2.1]heptan-2-yl]methyl]-1-piperidyl]-5-chloro-3-methyl-2-oxo-benzimidazol-1-yl]piperidine-2,6-dione